C(C)(C)(C)[C@@H]1CC=2C=C3C(=NC2CC1)SC(=N3)C(=O)N[C@H](CCN(C)C)C3=CC(=CC=C3)C(=O)N3CC(C3)(C)O |r| rac-(7S)-7-tert-butyl-N-[rac-(1R)-3-(dimethylamino)-1-[3-(3-hydroxy-3-methyl-azetidine-1-carbonyl)phenyl]propyl]-5,6,7,8-tetrahydrothiazolo[5,4-b]quinoline-2-carboxamide